C(C=C)(=O)OCCOCCOCCOCCOC(C=C)=O tetraethyleneglycol diacrylate